ClC1=CC(=C2C(=N1)C(=C(S2)C)C(=O)NC)C(F)(F)F 5-chloro-N,2-dimethyl-7-(trifluoromethyl)thieno[3,2-b]pyridine-3-carboxamide